ClC1=C(C(=O)NC2CCC2)C=CC(=C1)CNC1=NC=NC2=C1SC=1N=NC(=C(C12)C)C 2-chloro-N-cyclobutyl-4-[[(3,4-dimethylpyrimidino[4',5':4,5]thieno[2,3-c]pyridazin-8-yl)amino]methyl]benzamide